N1N=CC(=C1)C#CCN1C(C2=CC=CC=C2C1CC1=C(C=NN1C)Cl)=O 2-(3-(1H-pyrazol-4-yl)prop-2-yn-1-yl)-3-((4-chloro-1-methyl-1H-pyrazol-5-yl)methyl)isoindolin-1-one